methyl (1R,2R)-2-(6-chloro-2-pyridyl)-1-(2-hydroxy-5-methyl-phenyl)cyclopropanecarboxylate ClC1=CC=CC(=N1)[C@H]1[C@@](C1)(C(=O)OC)C1=C(C=CC(=C1)C)O